oxylethyl 2-(2-methoxyethoxy)acetate COCCOCC(=O)OCCO